N1C=CC2=CC=C(C=C12)NC(NC(CC(=O)NC)C1=CC2=C(SCCN2CC2=CC=CC=C2)C=C1)=O 3-(3-(1H-indol-6-yl)ureido)-3-(4-benzyl-3,4-dihydro-2H-benzo[b][1,4]thiazin-6-yl)-N-methylpropanamide